Ethyl 2-(((3,3-dibutyl-5-(4-fluorophenyl)-7-methoxy-1,1-dioxido-2,3,4,5-tetrahydro-1,5-benzothiazepin-8-yl)methyl)thio)acetate C(CCC)C1(CS(C2=C(N(C1)C1=CC=C(C=C1)F)C=C(C(=C2)CSCC(=O)OCC)OC)(=O)=O)CCCC